tert-butyl 3-{2-[1-(4-cyano-1,3-thiazol-2-yl)-1H-pyrazol-4-yl]propanamido}-5-cyclopropyl-1H-pyrazole-1-carboxylate C(#N)C=1N=C(SC1)N1N=CC(=C1)C(C(=O)NC1=NN(C(=C1)C1CC1)C(=O)OC(C)(C)C)C